OC1=C(C(N(C=C1C)C)=O)NC(N[C@@H](CC(=O)OCC)C=1C=C(C=CC1)C1=CC=C(C=C1)OC)=O Ethyl (S)-3-(3-(4-Hydroxy-1,5-dimethyl-2-oxo-1,2-dihydropyridin-3-yl)ureido)-3-(4'-methoxybiphenyl-3-yl)propanoat